N-(4-(2-(3-benzyl-2,4,5-trioxoimidazolidin-1-yl)acetyl)phenyl)methanesulfonamide C(C1=CC=CC=C1)N1C(N(C(C1=O)=O)CC(=O)C1=CC=C(C=C1)NS(=O)(=O)C)=O